C(C)(C)N1C(N(C(C(=C1)C(=O)NC1=CC=C(C=C1)OC1=CC(=NC=2N1N=CC2)C)=O)C2=CC=C(C=C2)F)=O 1-isopropyl-3-(4-fluorophenyl)-N-(4-((5-methylpyrazolo[1,5-a]pyrimidin-7-yl)oxy)phenyl)-2,4-dioxo-1,2,3,4-tetrahydropyrimidine-5-carboxamide